3-bromo-2-(methoxymethyl)benzoic acid methyl ester COC(C1=C(C(=CC=C1)Br)COC)=O